9-[4-(4-chloro-3-methoxyphenoxy)phenyl]-3,4-dihydropyrido[2,1-c][1,2,4]thiadiazine 2,2-dioxide ClC1=C(C=C(OC2=CC=C(C=C2)C2=CC=CN3C2=NS(CC3)(=O)=O)C=C1)OC